CN1C(N(C2=C1C(=CC=C2)N2CC(C2)=O)C2C(NC(CC2)=O)=O)=O 3-(3-methyl-2-oxo-4-(3-oxo-azetidin-1-yl)-2,3-dihydro-1H-benzo[d]imidazol-1-yl)piperidine-2,6-dione